N1C=NC2=CC=CC3=CC=CC1=C23 1H-PERIMIDINE